hydroxy-L-proline ON1[C@@H](CCC1)C(=O)O